C(C(C)C)N1N=CC=2C1=NC(=CN2)N2CC1(CN(C1)C1=CC(=NC=C1)C(F)(F)F)CC2 1-isobutyl-6-(2-(2-(trifluoromethyl)pyridin-4-yl)-2,6-diazaspiro[3.4]octan-6-yl)-1H-pyrazolo[3,4-b]pyrazine